fluoro-2-oxa-6-azabicyclo[5.1.0]octane FC12OCCCNC2C1